2-hydroxy-6-trifluoromethylpyridine sodium salt [Na].OC1=NC(=CC=C1)C(F)(F)F